4-(p-tolyl)phenol C1(=CC=C(C=C1)C1=CC=C(C=C1)O)C